C(CCC)C1=CC(=C(C(=O)NCC(=O)O)C=C1)C 2-(4-butyl-2-methylbenzamido)acetic acid